N-[2-(p-t-butylbenzenesulfonyloxy)phenyl]-N'-[3-(p-t-butylbenzenesulfonyloxy)phenyl]urea C(C)(C)(C)C1=CC=C(C=C1)S(=O)(=O)OC1=C(C=CC=C1)NC(=O)NC1=CC(=CC=C1)OS(=O)(=O)C1=CC=C(C=C1)C(C)(C)C